C1[C@H]([C@@H]([C@@H](C[C@]1(C(=O)O)O)OC(=O)/C=C/C2=CC=C(C=C2)O)O)O The molecule is a cinnamate ester obtained by formal condensation of the carboxy group of 4-coumaric acid with the 3-hydroxy group of quinic acid. It has a role as a metabolite. It is a cinnamate ester and a cyclitol carboxylic acid. It derives from a (-)-quinic acid and a 4-coumaric acid.